1-heptyl-3-ethylpyrrolium methanesulfonate CS(=O)(=O)[O-].C(CCCCCC)[NH+]1C=C(C=C1)CC